[N+](=O)([O-])C=1C=CC(=NC1)N1CCN(CC1)CC1=CC=C(C=C1)CO (4-((4-(5-nitropyridin-2-yl)piperazin-1-yl)methyl)phenyl)methanol